3-methoxy-4-(4-methylphenoxy)phenylboronic acid COC=1C=C(C=CC1OC1=CC=C(C=C1)C)B(O)O